ethyl 2-bromo-3-fluoro-4-(2-methoxyethoxy)benzoate BrC1=C(C(=O)OCC)C=CC(=C1F)OCCOC